(S)-7-((5-(4'-amino-4'H,6'H-spiro[piperidine-4,5'-pyrrolo[1,2-b]pyrazol]-1-yl)pyrazin-2-yl)thio)-8-chloro-N,N-dimethylimidazo[1,2-a]pyridine-2-carboxamide (trifluoroacetate) FC(C(=O)O)(F)F.N[C@H]1C2(CN3N=CC=C31)CCN(CC2)C=2N=CC(=NC2)SC2=C(C=3N(C=C2)C=C(N3)C(=O)N(C)C)Cl